(rac)-2'-{6-amino-5-[4-(methanesulfonyl)phenyl]pyridin-3-yl}-N-ethyl-5',6'-dihydrospiro[pyrrolidine-3,4'-pyrrolo[1,2-b]pyrazole]-1-carboxamide NC1=C(C=C(C=N1)C=1C=C2N(N1)CC[C@]21CN(CC1)C(=O)NCC)C1=CC=C(C=C1)S(=O)(=O)C |r|